4-chloro-2-cyclopropyl-6,7-dimethoxyquinazoline ClC1=NC(=NC2=CC(=C(C=C12)OC)OC)C1CC1